CC=1SSC=CC1 3-methyl-1,2-dithiine